CN1CC(N(CC1)C(=O)OC(C)(C)C)C1=C(C=CC=C1)C(=C)C tert-butyl 4-methyl-2-[2-(prop-1-en-2-yl)phenyl]piperazine-1-carboxylate